7-methyl-8-nitro-1,2,3,5,6,7-hexahydroimidazo[1,2-a]pyridin-5-ol CC1C(=C2N(C(C1)O)CCN2)[N+](=O)[O-]